[3-amino-6-(cyclohexen-1-yl)pyrazolo[3,4-b]pyridin-1-yl]-(2-methoxyphenyl)methanone NC1=NN(C2=NC(=CC=C21)C2=CCCCC2)C(=O)C2=C(C=CC=C2)OC